chromium-copper chromium alloyl-copper C(C=C)(=O)[Cu].[Cr].[Cu].[Cr]